COC=1C2=C(N(C(C1)=O)C)CN(C2C)C(=O)OC(C)(C)C tert-Butyl 4-methoxy-1,5-dimethyl-2-oxo-1,2,5,7-tetrahydro-6H-pyrrolo[3,4-b]pyridine-6-carboxylate